(2S)-[4-(carbamoylmethyl)thiazol-2-ylthio]-N-{[4-(4-fluorobenzyl)morpholin-2-yl]methyl}acetamide C(N)(=O)CC=1N=C(SC1)SCC(=O)NC[C@H]1CN(CCO1)CC1=CC=C(C=C1)F